CCCCCCCC(CC)C(=O)Cl Decane-8-carbonyl chloride